(2S,4R)-1-((9,9-difluoro-9H-fluorene-2-carbonyl)glycyl)-4-(methylsulfonyl)pyrrolidine-2-carboxylic acid FC1(C2=CC=CC=C2C=2C=CC(=CC12)C(=O)NCC(=O)N1[C@@H](C[C@H](C1)S(=O)(=O)C)C(=O)O)F